C(C)(C)(C)OC(=O)N[C@@H](CCCCN)C(=O)O Nα-(tert-butoxycarbonyl)-L-lysine